2-(2,5-dioxopyrrol-1-yl)ethyl 4-[5-[3-[2-(4-tert-butoxy-4-oxo-butanoyl)-4-fluoro-6-methoxy-isoindolin-5-yl]oxypropoxy]-4-fluoro-6-methoxy-benzothiophen-2-yl]-4-oxo-butanoate C(C)(C)(C)OC(CCC(=O)N1CC2=CC(=C(C(=C2C1)F)OCCCOC=1C(=CC2=C(C=C(S2)C(CCC(=O)OCCN2C(C=CC2=O)=O)=O)C1F)OC)OC)=O